4-Methoxytricyclo[6.2.2.02,7]dodeca-2,4,6-triene COC=1C=C2C3CCC(C2=CC1)CC3